N-(2,5-DIMETHYLINDAZOL-6-YL)-1-[4-(TRIFLUOROMETHYL)PYRIDIN-2-YL]PYRAZOLE-4-SULFONAMIDE CN1N=C2C=C(C(=CC2=C1)C)NS(=O)(=O)C=1C=NN(C1)C1=NC=CC(=C1)C(F)(F)F